1-(4,6-dimethoxypyridin-3-yl)-5-(propan-2-yl)-1H-pyrrole COC1=C(C=NC(=C1)OC)N1C=CC=C1C(C)C